4-fluoro-5-hydroxy-2,3-dihydro-1H-inden-1-one FC1=C2CCC(C2=CC=C1O)=O